F\C(=C/CN)\CN1C(=NC2=C1C=CC=C2C2=CC=C(C=C2)S(=O)(=O)C)C(C)C (Z)-3-fluoro-4-(2-isopropyl-4-(4-(methylsulfonyl)phenyl)-1H-benzo[d]imidazol-1-yl)but-2-en-1-amine